2-propyl-2H-pyrazolo[3,4-c]pyridine-5-carbaldehyde C(CC)N1N=C2C=NC(=CC2=C1)C=O